NC1C(NC(C1)CO)=O 3-amino-5-(hydroxymethyl)pyrrolidin-2-one